chloro-7,7-dimethyl-9-(1H-pyrazol-4-yl)indolo[1,2-a]quinazolin-5(7H)-one-2-one ClC1C(C=CC=2C(N=C3N(C12)C1=CC=C(C=C1C3(C)C)C=3C=NNC3)=O)=O